methyl-4-[(1-methylcyclopropyl)amino]-N-(prop-2-yn-1-yl)furo[2,3-d]pyrimidine-5-carboxamide CC=1N=C(C2=C(N1)OC=C2C(=O)NCC#C)NC2(CC2)C